heptyncarboxic acid methylester COC(=O)C#CCCCCC